6-(5-Fluoro-2-((4-(4-methylpiperazin-1-yl)phenyl)amino)pyrimidin-4-yl)-4,4-dimethyl-3,4-Dihydroisoquinolin FC=1C(=NC(=NC1)NC1=CC=C(C=C1)N1CCN(CC1)C)C=1C=C2C(CN=CC2=CC1)(C)C